FC1=C(C(=C(C(=C1F)F)F)F)[B-](C1=C(C(=C(C(=C1F)F)F)F)F)(C1=C(C(=C(C(=C1F)F)F)F)F)C1=C(C(=C(C(=C1F)F)F)F)F.C(CCCCCCCCCCCCCCC)[NH+](CCCCCCCCCCCCCCCC)C1=C(C=CC=C1)C N,N-bis(hexadecyl)tolylammonium [tetrakis(perfluorophenyl) borate]